ClC1=NC(=CC(=N1)N1CC2(C(C2C1)\C=C\OC)C1=CC=CC=C1)C(F)(F)F (E)-3-(2-chloro-6-(trifluoromethyl)pyrimidin-4-yl)-6-(2-methoxyvinyl)-1-phenyl-3-azabicyclo[3.1.0]hexane